1-(((3S)-1-(((2S)-2-(4-chlorophenyl)-1-azetidinyl)sulfonyl)-3-piperidinyl)carbonyl)-N-(4-(trifluoromethyl)benzyl)-D-prolinamide ClC1=CC=C(C=C1)[C@H]1N(CC1)S(=O)(=O)N1C[C@H](CCC1)C(=O)N1[C@H](CCC1)C(=O)NCC1=CC=C(C=C1)C(F)(F)F